tert-butyl (R)-4-(N-ethyl-N-(2,2,2-trifluoro-1-(4-fluorophenyl)ethyl)sulfamoyl)-1H-indazole-1-carboxylate C(C)N(S(=O)(=O)C1=C2C=NN(C2=CC=C1)C(=O)OC(C)(C)C)[C@@H](C(F)(F)F)C1=CC=C(C=C1)F